(E)-1-(4-methanesulfonyl-1-piperazinyl)-3-(4-morpholino-2-(1-(2-tetrahydropyranyl)-4-indazolyl)-6-thieno[3,2-d]pyrimidin-yl)-2-propen-1-one CS(=O)(=O)N1CCN(CC1)C(\C=C\C1=CC=2N=C(N=C(C2S1)N1CCOCC1)C1=C2C=NN(C2=CC=C1)C1OCCCC1)=O